Cl.N1=C(C=CC=2CCNCC12)/C=C/C(=O)OC methyl (E)-3-(5,6,7,8-tetrahydro-1,7-naphthyridin-2-yl)acrylate hydrochloride